C(CCC)OCCC1=CC=C(C2=CC=CC=C12)C1=NC(=NC(=N1)C(Cl)(Cl)Cl)C(Cl)(Cl)Cl 2-[4-(2-butoxyethyl)-naphthalen-1-yl]-4,6-bis-trichloromethyl-s-triazine